C(ONC(=O)C1=C(N=C(S1)C(=O)OC)C(NC1=C(C(=C(C(=C1F)F)C1=CC(=CC=C1)OC([2H])([2H])[2H])F)F)=O)([2H])([2H])[2H] Methyl 5-((methoxy-d3)carbamoyl)-4-((2,3,5,6-tetrafluoro-3'-(methoxy-d3)-[1,1'-biphenyl]-4-yl)carbamoyl)thiazole-2-carboxylate